D-galacturonic acid benzyl ester C(C1=CC=CC=C1)OC([C@H]([C@@H]([C@@H]([C@H](C=O)O)O)O)O)=O